FC1=C(C=CC(=C1)F)C(OC1=CC(C(C(=N1)C)C1=CC(=NC=C1C)F)=O)([2H])[2H] 6-((2,4-difluorophenyl)methoxy-d2)-3-(2-fluoro-5-methylpyridin-4-yl)-2-methylpyridin-4(3H)-one